(S)-7-(hydroxymethyl)azepan-3-one OC[C@@H]1CCCC(CN1)=O